2-(4-amino-piperidin-1-yl)-5-(4-methoxyphenyl)-1-methyl-6-oxo-1,6-dihydro-pyrimidin-4-yl-benzonitrile NC1CCN(CC1)C=1N(C(C(=C(N1)C1=C(C#N)C=CC=C1)C1=CC=C(C=C1)OC)=O)C